ClC=1C=CC(=C(C1)N1CCN(CC1)CC=1C=C2C(N(C(C2=CC1)=O)N1C(NC(CC1)=O)=O)=O)C 5-((4-(5-chloro-2-methylphenyl)piperazin-1-yl)methyl)-2-(2,4-dioxotetrahydropyrimidine-1(2H)-yl)isoindoline-1,3-dione